[H-].[Na+].[Na+].[H-] diSodium hydride